1,3-bis(4-amino-5-phenoxybenzoyl)benzene NC1=CC=C(C(=O)C2=CC(=CC=C2)C(C2=CC=C(C(=C2)OC2=CC=CC=C2)N)=O)C=C1OC1=CC=CC=C1